CC=1N=C(SC1CCOP(=O)(O)O)C(=O)O 4-methyl-5-[2-(phosphonooxy)ethyl]-1,3-thiazole-2-carboxylic acid